propan-1-amine oxide C(CC)[NH2]=O